CC1(CC1)CN1C=NC2=C1C=C(C=C2)C(=O)N 1-((1-methylcyclopropyl)methyl)-1H-benzo[d]Imidazole-6-carboxamide